C(CCC)C1=NC2(C(N1CC1=CC(=C(C=C1)C=1C(=CC=CC1)S(=O)(=O)NC1=NOC(=C1Cl)C)COC1CC1)=O)CCCC2 4'-((2-butyl-4-oxo-1,3-diazaspiro[4.4]non-1-en-3-yl)methyl)-N-(4-chloro-5-methylisoxazol-3-yl)-2'-(cyclopropoxymethyl)-[1,1'-biphenyl]-2-sulfonamide